(2-(4-(2,4-difluorophenoxy)piperidin-1-yl)-3-(2-(hydroxymethyl)cyclopropyl)-7,8-dihydropyrido[3,4-b]pyrazin-6(5H)-yl)ethan-1-one FC1=C(OC2CCN(CC2)C=2N=C3C(=NC2C2C(C2)CO)CN(CC3)C(C)=O)C=CC(=C1)F